FC(OC=1C=C(C=CC1)CC=O)(F)F 2-(3-(trifluoromethoxy)phenyl)ethan-1-one